C(N)(=O)C=1C(=NC(=NC1)Cl)NC1=C(C(=O)OC)C=CC=C1 methyl 2-((5-carbamoyl-2-chloropyrimidin-4-yl)amino)benzoate